C(C)NS(OCC(=O)N(C)C=1SC(=C(N1)C)OC1=CC(=CC=C1)Cl)(=O)=O 2-((5-(3-chlorophenoxy)-4-methylthiazol-2-yl)(methyl)amino)-2-oxoethyl ethylsulfamate